1-(3-cyanobenzyl)-N-(5-methyl-4-oxo-2,3,4,5-tetrahydropyrido[3,2-b][1,4]oxazepin-3-yl)-1H-1,2,4-triazole-3-carboxamide C(#N)C=1C=C(CN2N=C(N=C2)C(=O)NC2C(N(C3=C(OC2)C=CC=N3)C)=O)C=CC1